BrC1=CC(=C(C=N1)C=1N=NN(C1)C1CCC(CC1)CO)NC(C)C [4-[4-[6-bromo-4-(isopropylamino)-3-pyridyl]triazol-1-yl]cyclohexyl]methanol